3-[di(tert-butyl)(fluoro)silyl]-2-methyl-4,5,6,7-tetrahydro-2H-1,2,5-triazaindene-5-carboxylic acid tert-butyl ester C(C)(C)(C)OC(=O)N1CC2=C(N(N=C2CC1)C)[Si](F)(C(C)(C)C)C(C)(C)C